N1N=CC2=CC(=CC=C12)OC1=NC(=NC=C1)C1=CC=C2C=C(NC2=C1)C(=O)NC1=CN=NC=C1 6-(4-((1H-indazol-5-yl)oxy)pyrimidin-2-yl)-N-(pyridazin-4-yl)-1H-indole-2-carboxamide